(rac)-6-((t-butoxycarbonyl)amino)spiro[3.3]heptane-2-carboxylic acid methyl ester COC(=O)C1CC2(C1)CC(C2)NC(=O)OC(C)(C)C